2,4,6-tri-cyclohexylphenol C1(CCCCC1)C1=C(C(=CC(=C1)C1CCCCC1)C1CCCCC1)O